OC=1C=C(OCCCS(=O)(=O)[O-])C=CC1C(C=CC1=CC(=C(C=C1)OC)O)=O 3-[3-hydroxy-4-[3-(3-hydroxy-4-methoxyphenyl)prop-2-enoyl]phenoxy]propane-1-sulfonate